BrC1=C(C(=CC(=C1)C)C(NC)=O)NC(=O)C1COCCC1 N-[2-bromo-4-methyl-6-(methylcarbamoyl)phenyl]tetrahydropyran-3-carboxamide